The molecule is a 1,2-diacyl-sn-glycero-3-phosphocholine in which the two acyl substituents at positions 1 and 2 are specified as palmitoyl and acetyl respectively. It has a role as a platelet-activating factor receptor agonist. It derives from an acetic acid and a hexadecanoic acid. CCCCCCCCCCCCCCCC(=O)OC[C@H](COP(=O)([O-])OCC[N+](C)(C)C)OC(=O)C